1-(benzo[b]thiophen-7-yl)-3-(dimethylamino)propan-1-one S1C2=C(C=C1)C=CC=C2C(CCN(C)C)=O